ethyl 5-amino-2-tetrahydropyran-4-yl-pyrazolo[1,5-a]pyridine-6-carboxylate NC1=CC=2N(C=C1C(=O)OCC)N=C(C2)C2CCOCC2